CC1=CC=2N(N=C1N1C(C=3C=C(C=NC3CC1([2H])[2H])NC1=C(C=NC=C1)C)([2H])[2H])C(C=CN2)=O 8-methyl-7-(3-((3-methylpyridin-4-yl)amino)-7,8-dihydro-1,6-naphthyridin-6(5H)-yl-5,5,7,7-d4)-4H-pyrimido[1,2-b]pyridazin-4-one